N-(3-(5-((1-ethylpiperidin-4-yl)(methyl)amino)-3-(pyrimidin-5-yl)-1H-pyrrolo[3,2-b]pyridin-1-yl)-2,4-difluorophenyl)propane-1-sulfonamide C(C)N1CCC(CC1)N(C1=CC=C2C(=N1)C(=CN2C=2C(=C(C=CC2F)NS(=O)(=O)CCC)F)C=2C=NC=NC2)C